3-(3-(benzyloxy)-3-oxoprop-1-en-1-yl)pyrrolidine-1-carboxylic acid tert-butyl ester C(C)(C)(C)OC(=O)N1CC(CC1)C=CC(=O)OCC1=CC=CC=C1